C12C(C3CC(CC(C1)C3)C2)NC(CN2C(C(=CC=C2)NC([C@H](CCC(C(=O)NC)=O)NC(=O)C=2C=NN(C2)C)=O)=O)=O (S)-N1-(1-(2-(2-adamantylamino)-2-oxoethyl)-2-oxo-1,2-dihydropyridin-3-yl)-N6-methyl-2-(1-methyl-1H-pyrazole-4-carboxamido)-5-oxohexanediamide